CC=1N=C(SC1C1=NC(=NC=C1)NC)NC(=O)N 4-methyl-5-(2-(methylamino)pyrimidin-4-yl)thiazol-2-yl-urea